BrC=1N(C2=C(C(=CC=C2C1SC=1C=C(C(=O)O)C=CC1)Cl)F)C=1C=NN(C1)C 3-((2-bromo-6-chloro-7-fluoro-1-(1-methyl-1H-pyrazol-4-yl)-1H-indol-3-yl)thio)benzoic acid